ClC1=CC=C(C=C1)NC(=O)NC1C(N(CCC1)C1=C(C=C(C=C1)N1C(C=CC=C1)=O)F)=O (4-chlorophenyl)-3-{1-[2-fluoro-4-(2-oxo-1,2-dihydropyridin-1-yl)phenyl]-2-oxopiperidin-3-yl}urea